O1C(CCCC1)O 2-Oxanol